C(C)OC(=O)C1=C(C2=C(CCC3=CN(N=C23)CC2=NC=CC=C2C)O1)C 8-methyl-2-[(3-methylpyridin-2-yl)methyl]-4,5-dihydro-2H-furo[2,3-g]indazole-7-carboxylic acid ethyl ester